3,4,6-tri-O-acetyl-D-galactal CC(=O)OC[C@@H]1[C@@H]([C@@H](C=CO1)OC(=O)C)OC(=O)C